N1[C@H](CCC1)CNC(OC(C)(C)C)=O tert-butyl (R)-(pyrrolidin-2-ylmethyl)carbamate